COC(=O)C1=CC=NC2=CC=C(C=C12)N1CC(C1)(C(F)(F)F)F 6-(3-fluoro-3-(trifluoromethyl)azetidin-1-yl)quinoline-4-carboxylic acid methyl ester